OCCOCCBr 2-(2-Hydroxyethoxy)ethyl bromide